C(=O)(C(O)C(O)C(=O)O)OCC[N+](C)(C)C.OCC[N+](C)(C)C Choline Choline bitartrate